FC=1C(=C(C=CC1F)C(=O)N1CC(C1)(O)CNCCC=1N=CNC1)NC1=C(C=C(C=C1)I)F 1-({3,4-difluoro-2-[(2-fluoro-4-iodophenyl)amino]phenyl}carbonyl)-3-({[2-(1H-imidazol-4-yl)ethyl]amino}methyl)azetidin-3-ol